N1N=NN=C1N Tetrazolylamine